C1C(CC12OCCCC2)=O 5-oxaspiro[3.5]nonan-2-one